2-(2-methoxy-4-((1S,4S)-5-methyl-2,5-diazabicyclo[2.2.1]heptan-2-yl)phenyl)-N4-(1-(methylsulfonyl)indolin-7-yl)-7H-pyrrolo[2,3-d]pyrimidine-2,4-diamine COC1=C(C=CC(=C1)N1[C@@H]2CN([C@H](C1)C2)C)C2(N=C(C1=C(N2)NC=C1)NC=1C=CC=C2CCN(C12)S(=O)(=O)C)N